ClC=1C=C(C=CC1F)NC(N(C)C1COCC=2N(C(C=3C=C(C(=CC3C21)F)F)=O)CCO)=O 3-(3-chloro-4-fluorophenyl)-1-(8,9-difluoro-5-(2-hydroxyethyl)-6-oxo-1,4,5,6-tetrahydro-2H-pyrano[3,4-c]isoquinolin-1-yl)-1-methylurea